ethyl 2-(2-((5-(3-(aminomethyl)phenyl)-2-methylbenzofuran-3-yl)methoxy)phenyl)acetate NCC=1C=C(C=CC1)C=1C=CC2=C(C(=C(O2)C)COC2=C(C=CC=C2)CC(=O)OCC)C1